tert-butyl (R)-4-(7-(2,6-bis(benzyloxy)pyridin-3-yl)-1,2,3,4-tetrahydronaphthalen-2-yl)piperazine-1-carboxylate C(C1=CC=CC=C1)OC1=NC(=CC=C1C1=CC=C2CC[C@H](CC2=C1)N1CCN(CC1)C(=O)OC(C)(C)C)OCC1=CC=CC=C1